2-(2-fluorophenyl)-2-methyl-4-trimethylsiloxy-5-amino-3(2H)-furanone FC1=C(C=CC=C1)C1(OC(=C(C1=O)O[Si](C)(C)C)N)C